6-chloro-3-[2,3-difluoro-4-[4-(4-methylpiperazin-1-yl)-1-piperidinyl]anilino]-5-(methylamino)pyrazine-2-carboxamide ClC1=C(N=C(C(=N1)C(=O)N)NC1=C(C(=C(C=C1)N1CCC(CC1)N1CCN(CC1)C)F)F)NC